N-phenyl-2-(3,4,5-trimethoxybenzamido)-4,5,6,7-tetrahydrobenzo[b]thiophene-3-carboxamide C1(=CC=CC=C1)NC(=O)C=1C2=C(SC1NC(C1=CC(=C(C(=C1)OC)OC)OC)=O)CCCC2